FC1=NC=CC(=C1C)C1=CC(=C(OC[C@](CC(C)C)(N)C)C=C1)C(F)(F)F (S)-1-(4-(2-fluoro-3-methylpyridin-4-yl)-2-(trifluoromethyl)phenoxy)-2,4-dimethylpentan-2-amine